O=C1NC(CCC1NC1=CC(=C(C=C1)N1CCN(CC1)C(=O)OCCCC)F)=O butyl 4-(4-((2,6-dioxopiperidin-3-yl)amino)-2-fluorophenyl)piperazine-1-carboxylate